C1(CC1)COC=1C=CC(=NC1)NC([C@H](C)N1C[C@@H](C(CC1)(F)F)C1=NN(C=C1)CCO)=O (S)-N-(5-(cyclopropylmethoxy)pyridin-2-yl)-2-((R)-4,4-difluoro-3-(1-(2-hydroxyethyl)-1H-pyrazol-3-yl)piperidin-1-yl)propanamide